2-(bromomethyl)-3-((trimethylsilyl)ethynyl)benzene-1-sulfonyl fluoride BrCC1=C(C=CC=C1C#C[Si](C)(C)C)S(=O)(=O)F